NC=1C=NC(=C(N1)C1=CC=CC=C1)C=1C=C2C=NNC2=C(C1)Cl 3-amino-6-(7-chloro-1H-indazol-5-yl)-5-phenylpyrazine